4-{2-[2-fluoro-6-(2-phenylethyl)-3-{3-[(2,2,6,6-tetramethylpiperidin-4-yl)oxy]propyl}phenoxy]ethoxy}-2,2,6,6-tetramethylpiperidine FC1=C(OCCOC2CC(NC(C2)(C)C)(C)C)C(=CC=C1CCCOC1CC(NC(C1)(C)C)(C)C)CCC1=CC=CC=C1